(2S)-N-{1-cyano-2-[2,8-difluoro-9-(oxetan-3-yl)-6H-benzo[c]chromen-3-yl]ethyl}-4-methyl-1,4-oxazepane-2-carboxamide C(#N)C(CC1=C(C=C2C3=C(COC2=C1)C=C(C(=C3)C3COC3)F)F)NC(=O)[C@H]3OCCCN(C3)C